N-(3-(4-(pyrimidin-2-yl)piperazine-1-carboxamido)phenyl)-1H-benzo[d]imidazole-7-carboxamide N1=C(N=CC=C1)N1CCN(CC1)C(=O)NC=1C=C(C=CC1)NC(=O)C1=CC=CC2=C1NC=N2